C(=O)(OC)C1=C(C2=C(OC(C3C2CC=CC3)(C)C)C=C1)O carbomethoxy-6,6-dimethyl-6a,7,10,10a-tetrahydro-6H-dibenzo[b,d]pyran-1-ol